2-amino-N-(1-(3,4-dihydroxy-5-(hydroxymethyl)tetrahydrofuran-2-yl)-2-oxo-1,2-dihydropyrimidin-4-yl)-3-phenylpropionamide NC(C(=O)NC1=NC(N(C=C1)C1OC(C(C1O)O)CO)=O)CC1=CC=CC=C1